C4-(perfluoropropan-2-yl)-2-(trifluoromethyl)aniline FC(C(C(F)(F)F)(C1=CC(=C(N)C=C1)C(F)(F)F)F)(F)F